2-{[4-(1,3-benzothiazol-6-yl)-1-oxo-2,3-dihydro-1H-isoindol-2-yl]methyl}prop-2-enenitrile S1C=NC2=C1C=C(C=C2)C2=C1CN(C(C1=CC=C2)=O)CC(C#N)=C